P1-t-Butyl-(tert.-Butyl-imino-tris-(dimethylamino)-phosphoran) C(C)(C)(C)P(N(C)C=N)(N(C)C)(N(C)C)C(C)(C)C